FC(CO)(C1=C(C(=CC=C1)[C@@H](C)NC1=C2C(=C(N=N1)C)N=CC(=C2)N2C[C@H](CC2)OC)F)F 2,2-difluoro-2-(2-fluoro-3-((R)-1-((3-((S)-3-methoxypyrrolidin-1-yl)-8-methylpyrido[2,3-d]pyridazin-5-yl)amino)ethyl)phenyl)ethanol